N-[(2-amino-3-chloroquinolin-7-yl)methyl]-N-(2-methanesulfonylpyridin-3-yl)-2-(trifluoro-methyl)pyrimidine-5-carboxamide NC1=NC2=CC(=CC=C2C=C1Cl)CN(C(=O)C=1C=NC(=NC1)C(F)(F)F)C=1C(=NC=CC1)S(=O)(=O)C